N1C(C=CC=C1)=O pyridineOne